C(CCC)N(C1=CC=CC=C1)CCCC N,N-dibutyl-aniline